(E)-2-amino-6-methyl-4-(1-methyl-1H-pyrazol-3-yl)-7-phenylmethylene-6,7-dihydro-5H-pyrrolo[3,4-d]pyrimidin-5-one NC=1N=C(C2=C(N1)\C(\N(C2=O)C)=C/C2=CC=CC=C2)C2=NN(C=C2)C